(R)-4-(2-(((R)-2-(5-Fluoropyridin-3-yl)-2-hydroxyethyl)amino)-2-methylpropyl)piperidin-2-one FC=1C=C(C=NC1)[C@H](CNC(C[C@@H]1CC(NCC1)=O)(C)C)O